ClC=1N=NC(=C(C1C1CCC1)C1CCC1)Cl 3,6-dichloro-4,5-dicyclobutylpyridazine